(R)-N-(1-(3,5-di(thiophen-2-yl)phenyl)ethyl)-2-methyl-5-(piperidin-4-ylamino)benzamid S1C(=CC=C1)C=1C=C(C=C(C1)C=1SC=CC1)[C@@H](C)NC(C1=C(C=CC(=C1)NC1CCNCC1)C)=O